N1(CCCCCC1)CCNC1=C(CNC2=CC(=C(C=C2F)S(=O)(=O)NC2=NC=NS2)F)C=CC(=C1)Cl 4-((2-((2-(homopiperidin-1-yl)ethyl)amino)-4-chlorobenzyl)amino)-2,5-difluoro-N-(1,2,4-thiadiazol-5-yl)-benzenesulfonamide